BrC=1C(=CC2=C(C=CB(O2)O)C1)C 6-bromo-2-hydroxy-7-methyl-1,2-benzoxaborinine